BrCC1=CC=C(C=C1)C#C[Si](C)(C)C (4-bromomethyl-phenylethynyl)-trimethyl-silane